CO[C@@H]1[C@@H]([C@H]([C@@H]([C@H](O1)CO)O)O)O The molecule is an alpha-D-glucopyranoside having a methyl substituent at the anomeric position. It is an alpha-D-glucoside and a methyl D-glucoside.